OCCN(CCCCCCCCCCCCCCCCCC)CCO (bis[2-hydroxyethyl])Octadecylamine